((((S)-1-(6-amino-9H-purin-9-yl) propan-2-yl) oxy) methyl) aminophosphonate NP(OCO[C@H](CN1C2=NC=NC(=C2N=C1)N)C)([O-])=O